(S)-N-(2-fluoro-5-(2-(2-methylpyrrolidin-1-yl)acetamido)phenyl)-2-(5-methoxy-1-methyl-1H-pyrazol-4-yl)-1H-pyrrolo[2,3-b]pyridine-5-carboxamide FC1=C(C=C(C=C1)NC(CN1[C@H](CCC1)C)=O)NC(=O)C=1C=C2C(=NC1)NC(=C2)C=2C=NN(C2OC)C